(4-methyl-5-(tributylstannyl)thiazol-2-yl)carbamic acid tert-butyl ester C(C)(C)(C)OC(NC=1SC(=C(N1)C)[Sn](CCCC)(CCCC)CCCC)=O